C(=O)(OC(C)(C)C)N[C@@H](C(C1=CC=CC=C1)C)C(=O)O |r| Boc-β-methyl-DL-phenylalanine